(R)-3-([3,4'-bipiperidin]-1-yl)propan-1-ol dihydrochloride Cl.Cl.N1(C[C@H](CCC1)C1CCNCC1)CCCO